COC1=CC=C(C=C1)C1=NNC(=C1)SC 3-(4-methoxyphenyl)-5-(methylthio)-1H-pyrazole